2-(but-2-yn-1-yl)-7-((2S,5R)-4-(1-(6-cyclopropylpyridin-3-yl)ethyl)-2,5-diethylpiperazin-1-yl)-4-methyl-2,4-dihydro-5H-pyrazolo[4,3-b]pyridin-5-one C(C#CC)N1N=C2C(N(C(C=C2N2[C@H](CN([C@@H](C2)CC)C(C)C=2C=NC(=CC2)C2CC2)CC)=O)C)=C1